9,10-dihydrophenanthrene C1=CC=CC=2C3=CC=CC=C3CCC12